S1(OC[C@@H]2N1CCC2)(=O)=O (R)-tetrahydro-3H-pyrrolo[1,2-c][1,2,3]oxathiazole 1,1-dioxide